(4aR,7aS)-octahydrofuro[3,4-b]pyrazine N1[C@H]2[C@@H](NCC1)COC2